F[C@H]1CNCC[C@H]1NC1=C2C=C(N(C2=CC=C1)CC(F)(F)F)C#CCNC1=C(C=C(C(=O)N)C=C1)OC 4-{[3-(4-{[(3S,4R)-3-fluoropiperidin-4-yl]amino}-1-(2,2,2-trifluoroethyl)-1H-indol-2-yl)prop-2-yn-1-yl]amino}-3-methoxybenzamide